CN(C)CC=1C(=NN(C1)C1=NC(=NC=C1)NC=1C(=CC(=C(C1)NC(C=C)=O)N1CCOCC1)OC)C1=CC=CC=C1 N-{5-[(4-{4-[(dimethylamino)methyl]-3-phenyl-1H-pyrazol-1-yl}-2-pyrimidinyl)amino]-4-methoxy-2-(4-morpholinyl)phenyl}acrylamide